BrC=1C=NC2=CC=C(C=C2C1NC1=C(C(=O)OC)C=C(C=C1)OC)Cl methyl 2-[(3-bromo-6-chloro-4-quinolinyl) amino]-5-methoxy-benzoate